1-(3-((5-(difluoromethyl)-2-((2-ethyl-4-(4-methylpiperazin-1-yl)phenyl)amino)pyrimidin-4-yl)amino)propyl)-4-methyl-1,4-diazepan-2-one FC(C=1C(=NC(=NC1)NC1=C(C=C(C=C1)N1CCN(CC1)C)CC)NCCCN1C(CN(CCC1)C)=O)F